CN1C(N(C2=C1C=CC(=C2)S(NC2(CC2)C)(=O)=O)C2=CC=C(O2)/C=C/C(=O)O)=O (E)-3-[5-[3-methyl-6-[(1-methylcyclopropyl)sulfamoyl]-2-oxo-benzoimidazol-1-yl]-2-furyl]prop-2-enoic acid